C(OOCC)(OOCC)OOCC triethoxyl orthoformate